2-(2-methylthiazol-5-yl)acetic acid CC=1SC(=CN1)CC(=O)O